ammonium ((((2R,5R)-5-(6-amino-9H-purin-9-yl)-4-fluoro-2,5-dihydrofuran-2-yl)oxy)methyl)phosphonate NC1=C2N=CN(C2=NC=N1)[C@H]1C(=C[C@H](O1)OCP([O-])([O-])=O)F.[NH4+].[NH4+]